C1C(C[C@H](C([C@@H]1OC(=O)/C=C/C2=CC(=C(C=C2)O)O)O)OC(=O)/C=C/C3=CC(=C(C=C3)O)O)(O)C(=O)O 3,5-Di-O-caffeoylquinic acid